C(C=C)(=O)N1C[C@@H](N(C[C@H]1C)C=1C2=C(N(C(N1)=O)C=1C(=NC=CC1C)C(C)C)N=C(C(=C2)C#N)C=2C(=NN(C2)C)C)C 4-((2S,5R)-4-acryloyl-2,5-dimethylpiperazin-1-yl)-7-(1,3-dimethyl-1H-pyrazol-4-yl)-1-(2-isopropyl-4-methylpyridin-3-yl)-2-oxo-1,2-dihydropyrido[2,3-d]pyrimidine-6-carbonitrile